5-[(8aS)-3-oxo-1,5,6,7,8,8a-hexahydroimidazo[1,5-a]pyrazin-2-yl]pentanoic acid TFA salt OC(=O)C(F)(F)F.O=C1N(C[C@H]2N1CCNC2)CCCCC(=O)O